N=1C=CN2C1C=CC(=C2)C(=O)NCC2CC21CCN(CC1)C(=O)OC(C)(C)C tert-butyl 2-[(imidazo[1,2-a]pyridine-6-carbonylamino)methyl]-6-azaspiro[2.5]octane-6-carboxylate